N[C@@H](CCC(=O)[O-])C(=O)[O-] glutamic acid anion